C(=O)C=1C=2C(=CC3=NC4=CC=CC=C4C13)C1=CC=CC=C1N2 6-Formylindolo[3,2-b]carbazole